FC1(CC1)CC1CC12CN(CC2)C(=O)N (1-fluorocyclopropylmethyl)-5-azaspiro[2.4]heptane-5-carboxamide